4-(4-oxo-6-(piperidin-4-yl)-4,5-dihydropyrazolo[1,5-a]pyrazin-3-yl)benzonitrile O=C1C=2N(C=C(N1)C1CCNCC1)N=CC2C2=CC=C(C#N)C=C2